iodopyrazolo[1,5-a]pyridine-7-carboxylic acid methyl ester COC(=O)C1=CC=CC=2N1N=C(C2)I